3-(3-tert-butylcyclopentylidene)-2-methylpropanal C(C)(C)(C)C1CC(CC1)=CC(C=O)C